ClC=1C(=CC=C2C(=CNC12)C=1CNCCC1)F 7-chloro-6-fluoro-3-(1,2,5,6-tetrahydropyridin-3-yl)-1H-indole